BrC1=C2[C@@H](CCOC2=CC(=C1)Cl)N1C[C@@H](CC1)NC(OC(C)(C)C)=O tert-butyl ((R)-1-((R)-5-bromo-7-chlorochroman-4-yl)pyrrolidin-3-yl)carbamate